7-methoxy-3-phenyl-2H-pyrano[3,2-c]pyridin-2-one COC1=CC2=C(C=N1)C=C(C(O2)=O)C2=CC=CC=C2